CSCC[C@@H](C(=O)[O-])[NH3+] The molecule is zwitterionic form of L-methionine having a anionic carboxy group and a cationic amino group; major species at pH 7.3. It is a tautomer of a L-methionine.